4-Methoxy-5-[4-(4-methoxy-5-phenylpyridine-2-carbonyl)piperazin-1-yl]pyridin-2-amine COC1=CC(=NC=C1N1CCN(CC1)C(=O)C1=NC=C(C(=C1)OC)C1=CC=CC=C1)N